C1CC12CN(C2)C2=CN=CC(=N2)C=2N=NN(C2)C(C)N2C(C=C(C=C2)Cl)=O 1-(1-(4-(6-(5-azaspiro[2.3]hexan-5-yl)pyrazin-2-yl)-1H-1,2,3-triazol-1-yl)ethyl)-4-chloropyridin-2(1H)-one